CN1N=C(C=2C1=NC=C(C2)B2OC(C(O2)(C)C)(C)C)C(F)(F)F 1-methyl-5-(4,4,5,5-tetramethyl-1,3,2-dioxaborolan-2-yl)-3-(trifluoromethyl)-1H-pyrazolo[3,4-b]pyridine